5-cyano-4-methoxybenzoate C(#N)C=1C(=CC=C(C(=O)[O-])C1)OC